C(C)O[Si]1(N(CCC1)CCNC(=O)NCCC[Si](OCC)(OCC)OCC)C 2-ethoxy-2-methyl-N-(3-triethoxysilylpropylureidoethyl)-1-aza-2-silacyclopentane